1-Tert-butyl 3-(4-(4-ethylpyridin-3-yl)-7-fluoro-2-(4-(5-fluoro-3-methoxypyridin-2-yl)piperazine-1-carbonyl)-1H-indol-6-yl)-5,6-dihydropyridine-1(2H)-carboxylate C(C)C1=C(C=NC=C1)C1=C2C=C(NC2=C(C(=C1)C=1CN(CCC1)C(=O)OC(C)(C)C)F)C(=O)N1CCN(CC1)C1=NC=C(C=C1OC)F